OCCCNC1CCN(CC1)C(C)=O 1-(4-((3-hydroxypropyl)amino)piperidin-1-yl)ethanone